C1(=C(C=CC=C1)C1=CC(OC2=CC(=CC=C12)OC(C(=O)N1CCCCC1)C)=O)C (3R)-1-[2-[4-(o-Tolyl)-2-oxo-chromen-7-yl]oxypropanoyl]piperidin